C1=C(C=CC=2C3=CC=CC=C3NC12)C=1N=NNC1C(=O)O 4-(9H-carbazol-2-yl)-1H-1,2,3-triazole-5-carboxylic acid